ClC=1C=CC=C2C=CC=C(C12)N1CC=2N=C3OC(CCNC(CC4CNCCN4C(C2CC1)=N3)=O)CN(C)C 19-(8-chloronaphthalen-1-yl)-13-[(dimethylamino)methyl]-14-oxa-2,5,10,16,19,23-hexaazatetracyclo[13.7.1.02,7.017,22]tricosa-1(23),15,17(22)-trien-9-one